O[C@@H]1[C@H](O)[C@@H](O)[C@H](O)CO1 α-D-(+)-xylose